2-amino-4-tert-butyl-1,3-benzothiazole-6-carboxylic acid methyl ester COC(=O)C1=CC2=C(N=C(S2)N)C(=C1)C(C)(C)C